bismuth telluride stibium [Sb].[Bi]=[Te]